[Pd](Cl)Cl.O1C(C=CC=C1)[Fe]C1OC=CC=C1 dipyryl-iron palladium dichloride